COC(CNC(\C=C\C1=CC(O)=C(O)C=C1)=O)=O N-caffeoyl-glycine methyl ester